BrC1=NN(C(=C1)C(=O)NC1=C(C(=O)N(NC(=O)OC)CC)C=C(C=C1C)C#N)C1=NC=CC=C1Cl methyl 2-[2-({[3-bromo-1-(3-chloropyridin-2-yl)-1H-pyrazol-5-yl]carbonyl} amino)-5-cyano-3-methylbenzoyl]-2-ethylhydrazinecarboxylate